1,3-dihydro-spiro[indene-2,4'-piperidin]-3-amine N1CCC2(CC1)CC1=CC=CC=C1C2N